FC=1C=C(C=C2C=CC(=NC12)C1COCCC1)CN1C[C@H]([C@@H](C1)COC)OC=1C=C2CN(C(C2=CC1)=O)[C@@H]1C(NC(CC1)=O)=O |o1:37| rel-(3S)-3-(5-{[(3S,4S)-1-{[8-fluoro-2-(oxan-3-yl)quinolin-6-yl]methyl}-4-(methoxymethyl)pyrrolidin-3-yl]oxy}-1-oxo-2,3-dihydro-1H-isoindol-2-yl)piperidine-2,6-dione